CC(C(=O)OC(CCC)OC1=CC=CC=C1)CC1=CN=CC=C1 phenoxybutanol (methyl nicotinyl acetate)